methyl 2-(3-bromo-2-pyridyl)-2-methyl-propanoate BrC=1C(=NC=CC1)C(C(=O)OC)(C)C